2-phenoxy-3,4'-bipyridine O(C1=CC=CC=C1)C1=NC=CC=C1C1=CC=NC=C1